C12CC(CC2C1)OC1=C(C=C(C=C1F)NC(C1=NC(=CC=C1CC)N1CC(C1)(C)OC)=O)F N-(4-(bicyclo[3.1.0]hexan-3-yloxy)-3,5-difluorophenyl)-3-ethyl-6-(3-methoxy-3-methylazetidin-1-yl)picolinamide